O=C1NC2=CC(=CC=C2C=C1C(=O)O)C1=CC=CC=C1 2-oxo-7-phenyl-1,2-dihydroquinoline-3-carboxylic acid